OC1=CC=C(C2=C1OCCO2)N2CC(NCC2)O 8-Hydroxy-5-(3-hydroxypiperazin-1-yl)-2,3-dihydro-1,4-benzodioxine